OC([C@H](N)C(=O)O)CCC D-BETA-HYDROXYNORLEUCINE